COC(=O)C1=C(N(C2=CC=CC=C12)[C@H](C)C1CCC(CC1)NC(=O)C1(COC1)C)C Methyl-(R)-2-methyl-1-(1-(4-(3-methyloxetane-3-carboxamido)cyclohexyl)ethyl)-1H-indole-3-carboxylate